5-cyclopropyl-1-(pyridine-2-yl)-1H-pyrazol-4-amine hydrochloride Cl.C1(CC1)C1=C(C=NN1C1=NC=CC=C1)N